5-((4-((3-(hydroxymethyl)phenyl)amino)-5-methylpyrimidin-2-yl)amino)benzo[c][1,2]oxaborol-1(3H)-ol OCC=1C=C(C=CC1)NC1=NC(=NC=C1C)NC1=CC2=C(B(OC2)O)C=C1